[Na+].[Br-] The molecule is an inorganic sodium salt having bromide as the counterion. It is a bromide salt and an inorganic sodium salt.